BrC=1C=CC=2N(C1)C1=C(N2)C=CC=C1CN1CCOCC1 4-((2-bromobenzo[4,5]imidazo[1,2-a]pyridine-9-yl)methyl)morpholine